C(CCCCCCCCCCCCCCCCC)(=O)NCCC(C(=O)N)CCCCCCCCCC\C=C/CCCCCCCC stearamidoethyl-erucamide